(R)-5-(1-Aminoisoquinolin-5-yl)-3-(2-(2-ethoxy-2-oxoethyl)phenoxy)-2,3-dihydro-spiro[indene-1,4'-piperidine]-1'-carboxylic acid tert-butyl ester C(C)(C)(C)OC(=O)N1CCC2(CC1)C[C@H](C1=CC(=CC=C12)C1=C2C=CN=C(C2=CC=C1)N)OC1=C(C=CC=C1)CC(=O)OCC